FC=1C=C(C=NC1N1C=NC(=C1)N1C(CN(CC1)C)=O)NC(CC1=NC(=CC=C1)C(F)(F)F)=O N-(5-fluoro-6-(4-(4-methyl-2-oxopiperazin-1-yl)-1H-imidazol-1-yl)pyridin-3-yl)-2-(6-(trifluoromethyl)pyridin-2-yl)acetamide